2-(5-(4-(benzyloxy)phenyl)-2-oxopyridin-1(2H)-yl)acetic acid C(C1=CC=CC=C1)OC1=CC=C(C=C1)C=1C=CC(N(C1)CC(=O)O)=O